C(CCCCCCCC1C(CCCCCC)O1)(=O)OCC(CO)O 2,3-dihydroxyprop-1-yl 9,10-epoxyhexadecanoate